C(CC)[Si](OCCC)(OCCC)OCCC propyl-tri-n-propoxysilane